ethyl (R)-2-(4-(piperidin-3-ylamino)-1H-pyrrolo[2,3-b]pyridin-5-yl)thiazole-5-carboxylate N1C[C@@H](CCC1)NC1=C2C(=NC=C1C=1SC(=CN1)C(=O)OCC)NC=C2